C(C=C)C1(N(CCC1)C(=O)OC(C)(C)C)C(=O)OC 1-tert-butyl 2-methyl 2-allylpyrrolidine-1,2-dicarboxylate